CN1N=CC=2C1=NC=CC2N2CCC(CC2)C=2C=NC(=CC2C)N2CCNCC2 1-Methyl-4-[4-(4-methyl-6-piperazin-1-yl-3-pyridinyl)-1-piperidinyl]pyrazolo[3,4-b]pyridine